[(R)-1-[(S)-1-(4-Aminomethyl-benzylcarbamoyl)-2-phenyl-ethylcarbamoyl]-2-(4-ethoxy-phenyl)-ethyl]-benzamide NCC1=CC=C(CNC(=O)[C@H](CC2=CC=CC=C2)NC(=O)[C@H](CC2=CC=C(C=C2)OCC)C2=C(C(=O)N)C=CC=C2)C=C1